2-METHYLCYCLOPROPANECARBOXYLIC ACID CC1C(C1)C(=O)O